1-(Pentane-3-yl)-1H-imidazole-4-carboxylic acid ethyl ester C(C)OC(=O)C=1N=CN(C1)C(CC)CC